FC(OC=1C=C(C=CC1F)C=1C=C2C(=NC1)C=NN2CC2=NOC(=N2)C)F 3-[[6-[3-(Difluoromethoxy)-4-fluoro-phenyl]pyrazolo[4,3-b]pyridin-1-yl]methyl]-5-methyl-1,2,4-oxadiazole